Z-2,6-Nonadien C\C=C/CCC=CCC